ClC1=C(C=CC(=C1)F)C1=CC(OC2=CC(=CC=C12)O[C@@H](C(=O)N1C[C@@H](CCC1)C(=O)O)C)=O (3R)-1-[(2R)-2-[4-(2-chloro-4-fluoro-phenyl)-2-oxo-chromen-7-yl]oxypropionyl]piperidine-3-carboxylic acid